3-(((2-(4-(2-hydroxyethyl)piperazin-1-yl)ethyl)amino)methylene)chromanone OCCN1CCN(CC1)CCNC=C1C(OC2=CC=CC=C2C1)=O